ClC=1C=CC=C2C=C(C(=NC12)C)CC(=O)OC(C)(C)C tert-butyl 2-(8-chloro-2-methylquinolin-3-yl)acetate